C[Si](OC1=CC=C(N)C=C1)(C)C 4-trimethylsilyloxyaniline